N-(4-Aminopyridin-2-yl)-N-(2,4-dimethylphenyl)acetamide NC1=CC(=NC=C1)N(C(C)=O)C1=C(C=C(C=C1)C)C